1-(4-chloro-3-fluorophenyl)-N-hydroxycyclopropane-1-carboxamidine ClC1=C(C=C(C=C1)C1(CC1)C(=N)NO)F